tert-butyl (R)-2-bromomethylmorpholine-4-formate BrC[C@H]1CN(CCO1)C(=O)OC(C)(C)C